2,3,4-trisacetyl-1-octyl-β-D-glucuronic acid C(C)(=O)[C@@]1([C@](O)(O[C@@H]([C@]([C@@]1(O)C(C)=O)(O)C(C)=O)C(=O)O)CCCCCCCC)O